1-Benzyl 5-tert-butyl 3,3-dimethyl-2-((phenoxycarbonyl)amino)pentanedioate CC(C(C(=O)OCC1=CC=CC=C1)NC(=O)OC1=CC=CC=C1)(CC(=O)OC(C)(C)C)C